CC1(CNC2=CC(=CC=C12)NC(=O)C=1C(=NC=CC1)NCC1=CC=NC=C1)C N-(2,3-dihydro-3,3-dimethyl-1H-indol-6-yl)-2-[(4-pyridinylmethyl)amino]-3-pyridinecarboxamide